3-acetamido-N-(((2S,5R)-6-(benzyloxy)-7-oxo-1,6-diazabicyclo[3.2.1]octan-2-yl)(imino)methyl)propanamide C(C)(=O)NCCC(=O)NC(=N)[C@H]1N2C(N([C@H](CC1)C2)OCC2=CC=CC=C2)=O